6-(1-(1-(2,2-dimethoxyethyl)piperidin-4-yl)-1H-pyrazol-4-yl)-4-(6-(4-(pyridin-2-ylmethyl)piperazin-1-yl)pyridin-3-yl)pyrazolo[1,5-a]pyridine-3-carbonitrile COC(CN1CCC(CC1)N1N=CC(=C1)C=1C=C(C=2N(C1)N=CC2C#N)C=2C=NC(=CC2)N2CCN(CC2)CC2=NC=CC=C2)OC